NCCC(=O)OCCCOCCCOCCCOCCCOCC=C 4,8,12,16-tetraoxanonadec-18-enyl 3-aminopropanoate